N[C@H]1C[C@H](NC2=CC=C(C=C12)C(F)(F)F)CC (2R,4S)-4-amino-2-ethyl-6-trifluoromethyl-3,4-dihydro-2H-quinoline